C=1N=CN2C1C1=CC=CC=C1[C@@H]2C2(CCC2)O (R)-1-(5H-imidazo[5,1-a]isoindol-5-yl)cyclobutan-1-ol